(S)-4-(6-(4-chlorobenzyl)-2-formyl-7,10-dioxo-2,6,9-triazaspiro[4.5]decan-9-yl)-3-fluorobenzonitrile ClC1=CC=C(CN2[C@]3(CCN(C3)C=O)C(N(CC2=O)C2=C(C=C(C#N)C=C2)F)=O)C=C1